ClC1=C(C=CC=C1)C1(CC1)NC(CN1N=C(C=CC1=O)C1=CC=C(C=C1)OC)=O N-(1-(2-chlorophenyl)cyclopropyl)-2-(3-(4-methoxyphenyl)-6-oxopyridazin-1(6H)-yl)acetamide